C1(CC1)NCC#N 2-(cyclopropylamino)acetonitrile